methyl (R)-2-(difluoromethyl)-4-(5-fluoro-4-((S)-1-fluoroethyl)pyridin-3-yl)-5-oxo-1,4,5,7-tetrahydrofuro[3,4-b]pyridine-3-carboxylate FC(C1=C([C@@H](C2=C(N1)COC2=O)C=2C=NC=C(C2[C@H](C)F)F)C(=O)OC)F